(R)-(4-(9H-purin-6-yl)-3,4-dihydro-2H-1,4-thiazin-6-yl)(3-aminoazepan-1-yl)methanone hydrochloride Cl.N1=CN=C2NC=NC2=C1N1CCSC(=C1)C(=O)N1C[C@@H](CCCC1)N